ClC1=NC=C(C(=N1)N(C)CC1=CC=C(C=C1)C=1N(C=C(N1)C(F)(F)F)C)OC 2-chloro-4-(4-(1-methyl-4-(trifluoromethyl)-1H-imidazol-2-yl)benzyl-methylamino)-5-methoxypyrimidine